C(C=C)(=O)N1CCN(CC1)C1=NC=NC2=CC(=C(C=C12)Cl)C1=C(C#N)C=CC=C1F 2-(4-(4-acryloyl-piperazin-1-yl)-6-chloro-quinazolin-7-yl)-3-fluoro-benzonitrile